1-((2-chlorothiazol-5-yl)methyl)-3-(1-(2-fluoroethyl)-1H-indol-3-yl)-4-oxo-4H-pyrido[1,2-a]pyrimidinium ClC=1SC(=CN1)C[N+]1=C2N(C(C(=C1)C1=CN(C3=CC=CC=C13)CCF)=O)C=CC=C2